[1-(5-bromo-3-pyridinyl)-3-(trifluoromethyl)-4,5,6,7-tetrahydroindazol-7-yl]methanol BrC=1C=C(C=NC1)N1N=C(C=2CCCC(C12)CO)C(F)(F)F